Benzyl 1-(benzyloxycarbonylsulfamoyl)-3-[4-[[2-(tert-butoxycarbonylamino)acetyl]amino]cyclohexen-1-yl]pyrrole-2-carboxylate C(C1=CC=CC=C1)OC(=O)NS(=O)(=O)N1C(=C(C=C1)C1=CCC(CC1)NC(CNC(=O)OC(C)(C)C)=O)C(=O)OCC1=CC=CC=C1